4-[9-(1-bromoethyl)-4,7-dimethyl-5-oxo-pyrazolo[3,4-c]isoquinolin-3-yl]piperidine-1-carboxylic acid benzyl ester C(C1=CC=CC=C1)OC(=O)N1CCC(CC1)N1N=CC2=C1N(C(C=1C=C(C=C(C21)C(C)Br)C)=O)C